3-aminophenyl 2,6-difluorobenzoate FC1=C(C(=O)OC2=CC(=CC=C2)N)C(=CC=C1)F